C(C1=CC=CC=C1)OC1=NC(=NC2=C(C(=C3C(=C12)ONO3)Br)F)SC (benzyloxy)-4-bromo-5-fluoro-7-(methylthio)-[1,3]dioxazolo[4,5-f]quinazoline